O1N=CC2=C1C=CC=N2 pyridoisoxazole